OC(CC(=O)O)CCCC(OCCC)=O 3-hydroxy-7-oxo-7-propoxyheptanoic acid